CC1=C(OCCCC(\C(\C)=N\OCC(=O)O)(C)C)C=C(C=C1)C (E)-2-(((6-(2,5-dimethylphenoxy)-3,3-dimethylhex-2-ylidene)amino)oxy)acetic acid